pentamethylenediurea N(C(=O)N)CCCCCNC(=O)N